C(#C)C=1SC=C(N1)NC(=O)N1CCN(CC1)C1=CC=C(C=C1)C1=CC(=CC=C1)C1(CCCC1)O N-(2-ethynylthiazol-4-yl)-4-(3'-(1-hydroxycyclopentyl)-[1,1'-biphenyl]-4-yl)piperazine-1-carboxamide